bis(3,4-dimethoxyphenyl) sulfide COC=1C=C(C=CC1OC)SC1=CC(=C(C=C1)OC)OC